BrC1=NC(=CC2=C1N=C(N(C2=O)C)C(F)F)Cl 8-bromo-6-chloro-2-(difluoromethyl)-3-methyl-pyrido[3,4-d]pyrimidin-4-one